3,4',6'-trimethoxy-4-methoxy-3'-isopentenyl-2'-hydroxychalcone COC=1C=C(C=CC1OC)\C=C\C(=O)C1=C(C(=C(C=C1OC)OC)CCC(=C)C)O